gamma-(N,N-dibutyl)aminopropyltriethoxysilane C(CCC)N(CCCC)CCC[Si](OCC)(OCC)OCC